C1(=CC=CC=C1)S(=O)(=O)C1=CC=C(N)C=C1 4-(benzenesulfonyl)aniline